(3-aminopropyl)(2,2,2-trifluoroethyl)amine dihydrochloride Cl.Cl.NCCCNCC(F)(F)F